BrC=1C=C(C=CC1C1(CN(CC1)C(=O)OC(C)(C)C)O)C1=C(C=CC=C1)C1CC1 tert-Butyl 3-(3-bromo-2'-cyclopropyl-[1,1'-biphenyl]-4-yl)-3-hydroxypyrrolidine-1-carboxylate